8-fluoro-6-(4-methoxy-2-(((1r,4r)-4-methoxy-4-methylcyclohexyl)amino)pyrrolo[2,1-f][1,2,4]triazin-5-yl)-N-methylimidazo[1,2-a]pyridine-3-carboxamide FC=1C=2N(C=C(C1)C=1C=CN3N=C(N=C(C31)OC)NC3CCC(CC3)(C)OC)C(=CN2)C(=O)NC